C(C)(C)(C)OC(=O)N1CC2(C1)CC(C2)C2=CC(=C(C2)C2=CC=C(C=C2)C(=O)OCC)C(=O)OCC 6-(3-(ethoxycarbonyl)-4-(4-(ethoxycarbonyl)phenyl)cyclopent-1,3-dien-1-yl)-2-azaspiro[3.3]Heptane-2-carboxylic acid tert-butyl ester